F[C@@H]1CN(CC[C@H]1NC1=CC=CC2=C1S(C=C2N2C=CC=C2)=O)C 7-(((3R,4R)-3-fluoro-1-methylpiperidin-4-yl)amino)-1-oxido-3-(1H-pyrrol-1-yl)benzo[b]thiophen